CC(=C)C1=CC=C(C=C1)CCCC alpha-methyl-para-butylstyrene